FC(C(=O)O)(CC=1C=NC=C(C1)F)F α,α,5-trifluoro-3-pyridinepropanoic acid